NC1=NC2=CC(=CC(=C2C=C1)F)CN(C(C)=O)C1=CC=CC=2CCS(C21)(=O)=O N-[(2-amino-5-fluoroquinolin-7-yl)methyl]-N-(1,1-dioxo-2,3-dihydro-1λ6-benzothiophen-7-yl)acetamide